C1(CC1)S(=O)(=O)N1CCC(CC1)C1=CC=C(C=C1)NC(=O)N1CC2=NC=C(C=C2C1)F N-(4-(1-(cyclopropylsulfonyl)piperidin-4-yl)phenyl)-3-fluoro-5,7-dihydro-6H-pyrrolo[3,4-b]pyridine-6-carboxamide